N-(4-chlorobenzyl)-6-((1-((2-(2,2-dimethyl-1,3-dioxolan-4-yl)propan-2-yl)sulfonyl)cyclopropyl)methyl)-1-methyl-7-oxo-4,5,6,7-tetrahydro-1H-pyrazolo[3,4-c]pyridine-3-carboxamide ClC1=CC=C(CNC(=O)C2=NN(C=3C(N(CCC32)CC3(CC3)S(=O)(=O)C(C)(C)C3OC(OC3)(C)C)=O)C)C=C1